1,4,7,10,14,17,20,23,26,29,32-undecazabicyclo[32.2.0]hexatriacontane-2,5,8,11,15,18,21,24,27,30,33-undecone N12C(CNC(CNC(CNC(CCNC(CNC(CNC(CNC(CNC(CNC(CNC(C2CC1)=O)=O)=O)=O)=O)=O)=O)=O)=O)=O)=O